C(C1=CC=CC=C1)NCC1CCC(CC1)NC(OC(C)(C)C)=O tert-butyl ((1r,4r)-4-((benzylamino)-methyl)cyclohexyl)carbamate